N(=[N+]=[N-])C1C(COC1)C1=NN(C=2C[C@H](CCC12)C1=CC(=CC(=C1)OC)OC)C1OCCCC1 (6S)-3-(4-azidotetrahydrofuran-3-yl)-6-(3,5-dimethoxyphenyl)-1-(tetrahydro-2H-pyran-2-yl)-4,5,6,7-tetrahydro-1H-indazole